C(CCCCCCC)N1C(=C(C2=CC=CC=C12)C1OC(=O)C2=CC=CC=C12)C 3-(1-n-octyl-2-methylindole-3-yl)phthalide